FC1=C(C(=CC(=C1)OCCN1CC(C1)CF)F)[C@H]1N([C@@H](CC2=C1NC1=CC=CC=C21)C)CC(F)(F)F (1R,3R)-1-[2,6-difluoro-4-[2-[3-(fluoromethyl)azetidin-1-yl]ethoxy]phenyl]-3-methyl-2-(2,2,2-trifluoroethyl)-1,3,4,9-tetrahydropyrido[3,4-b]indole